4,5-dimethyl-5,6,7,8-tetrahydro-1,6-naphthyridine CC1=CC=NC=2CCNC(C12)C